t-butyl-(2-ethylhexyl) peroxycarbonate C(OC(C(CCCC)CC)C(C)(C)C)(=O)O[O-]